C(C1=CC=CC=C1)OC=1C(=CC2=C(C(OC3=CC(=C(C=C23)C)NC(OC(C)(C)C)=O)(C)C)C1)C tert-butyl (8-(benzyloxy)-2,6,6,9-tetramethyl-6H-benzo[c]chromen-3-yl)carbamate